(4R)-chroman-4-ol O1CC[C@H](C2=CC=CC=C12)O